FC1=CC(=C(C=C1)/C=C/C(=O)N1C(OCC1(C)C)=O)C(F)(F)F (E)-3-(3-(4-fluoro-2-(trifluoromethyl)phenyl)acryloyl)-4,4-dimethyloxazolidin-2-one